N-(4-benzylsulfanyl-2-methyl-phenyl)-4-[3-(difluoromethyl)-1-piperidyl]-5-(trifluoromethyl)pyrimidin-2-amine C(C1=CC=CC=C1)SC1=CC(=C(C=C1)NC1=NC=C(C(=N1)N1CC(CCC1)C(F)F)C(F)(F)F)C